(S)-3-(2-Benzyl-3-chloro-7-oxo-2,4,5,7-tetrahydro-6H-pyrazolo[3,4-c]pyridin-6-yl)-5-methyl-8-(pyridin-3-ylethynyl)-2,3-dihydrobenzo[b][1,4]oxazepin-4(5H)-one C(C1=CC=CC=C1)N1N=C2C(N(CCC2=C1Cl)[C@@H]1C(N(C2=C(OC1)C=C(C=C2)C#CC=2C=NC=CC2)C)=O)=O